7-(8-chloronaphthalen-1-yl)-4-((1R,5S,6R)-6-(methoxymethyl)-3,8-diazabicyclo[3.2.1]octan-3-yl)-2-(((S)-1-methylpyrrolidin-2-yl)methoxy)-5,6,7,8-tetrahydropyrido[3,4-d]pyrimidine ClC=1C=CC=C2C=CC=C(C12)N1CC=2N=C(N=C(C2CC1)N1C[C@H]2C[C@H]([C@@H](C1)N2)COC)OC[C@H]2N(CCC2)C